(R)-3-((3,5-Difluorobenzyl)oxy)-6,7,8,9,9a,10-hexahydro-1H-pyrido[1',2':3,4]imidazo[1,2-c]pyrimidin-1-one FC=1C=C(COC=2C=C3N(C(N2)=O)C[C@@H]2N3CCCC2)C=C(C1)F